4-methyl-4-((2-morpholino-4-(trifluoromethyl)benzyl)amino)piperidine-1-carboxylic acid tert-butyl ester C(C)(C)(C)OC(=O)N1CCC(CC1)(NCC1=C(C=C(C=C1)C(F)(F)F)N1CCOCC1)C